ClC1=C(C(=CC=C1)Cl)S(=O)(=O)N1CCN(CC1)C1=CC=CC2=C1C=C(O2)C(=O)NC2=CC(=CC=C2)OC 4-(4-((2,6-dichlorophenyl)sulfonyl)piperazin-1-yl)-N-(3-methoxyphenyl)benzofuran-2-carboxamide